BrC(=CC(=O)C=1C=C(C=CC1)C)Br 3,3-Dibromo-1-(m-tolyl)prop-2-en-1-one